C1(CC1)N(CCC1=CNC2=NC=C(C=C21)C#N)C 3-(2-(cyclopropyl(methyl)amino)ethyl)-1H-pyrrolo[2,3-b]pyridine-5-carbonitrile